FC1=C(C=C(C=C1)C1(CC1)N(C(OC)=O)C[C@H]1N(CCOC1)C)C(F)(F)F Methyl (R)-(1-(4-fluoro-3-(trifluoromethyl) phenyl)cyclopropyl)((4-methylmorpholin-3-yl)methyl)carbamate